N-(2-methoxy-6-methyl-5,6,7,8-tetrahydro-1,6-naphthyridin-3-yl)-8-(1-methyl-1H-pyrazol-4-yl)quinazolin-2-amine COC1=NC=2CCN(CC2C=C1NC1=NC2=C(C=CC=C2C=N1)C=1C=NN(C1)C)C